C=1C=2N(C=C(N1)C(=O)O)C1=C(N2)C=CC=C1 benzo[4,5]imidazo[1,2-a]pyrazine-3-carboxylic acid